FC=1C=C(C=C(C1OC1=NC=CC=N1)C)NC(=O)NC(=O)C1CC(C1)OC N-((3-fluoro-5-methyl-4-(pyrimidin-2-yloxy)phenyl)carbamoyl)-3-methoxycyclobutane-1-carboxamide